5-(3,5-Difluorophenyl)pentanoic acid FC=1C=C(C=C(C1)F)CCCCC(=O)O